ClC=1C(=NC(=NC1Cl)N)NC 5,6-dichloro-N4-methylpyrimidine-2,4-diamine